2-((2-(6-(tert-Butyl)pyrimidin-4-yl)-1H-indol-5-yl)sulfonyl)acetic acid C(C)(C)(C)C1=CC(=NC=N1)C=1NC2=CC=C(C=C2C1)S(=O)(=O)CC(=O)O